2-methyl-2-[5-[(3R)-3-amino-1-[[4-[5-(difluoromethoxy)-2-pyridyl]phenyl]methyl]-5,5,7-trifluoro-2-oxo-3,4-dihydro-1-benzazepin-8-yl]-1,3,4-oxadiazol-2-yl]propanenitrile CC(C#N)(C)C=1OC(=NN1)C1=CC2=C(C(C[C@H](C(N2CC2=CC=C(C=C2)C2=NC=C(C=C2)OC(F)F)=O)N)(F)F)C=C1F